(S)-3-(5-methyl-6-oxo-6,8-dihydro-2H,7H-spiro[furo[2,3-e]isoindole-3,4'-piperidin]-7-yl)piperidine-2,6-dione HCl salt Cl.CC=1C=C2C(=C3CN(C(C13)=O)[C@@H]1C(NC(CC1)=O)=O)OCC21CCNCC1